O=C1NC(CCC1N1CC2=CC=CC(=C2C1=O)C#CC1CCN(CC1)C(=O)OC(C)(C)C)=O tert-butyl 4-((2-(2,6-dioxopiperidin-3-yl)-3-oxoisoindolin-4-yl)ethynyl)piperidine-1-carboxylate